ClC1=CC=C2C(=CNC2=C1)S(=O)(=O)NC1=NC(=C(C(=N1)OC)CC(F)F)OC 6-chloro-N-[5-(2,2-difluoroethyl)-4,6-dimethoxy-pyrimidin-2-yl]-1H-indole-3-sulfonic acid amide